((3-acetamido-4-((4-methyl-5-nitrothiazol-2-yl)carbamoyl)phenyl)amino)undecanoic acid C(C)(=O)NC=1C=C(C=CC1C(NC=1SC(=C(N1)C)[N+](=O)[O-])=O)NC(C(=O)O)CCCCCCCCC